C(C)(C)N1N=CC(=C1)C1=C2C=C(N=CC2=CC=C1)NC1=C(C=C(C=C1)C(=O)N1CC(C1)OC)OC (4-((5-(1-isopropyl-1H-pyrazol-4-yl)isoquinolin-3-yl)amino)-3-methoxyphenyl)(3-methoxyazetidin-1-yl)methanone